C(C)(C)(C)NC1=NC(=CC2=C1N=C(N=C2)NC2CC(C2)O)C#N 8-(tert-butylamino)-2-(((1r,3r)-3-hydroxycyclobutyl)amino)pyrido[3,4-d]pyrimidine-6-carbonitrile